(R,E)-ethyl 2-acetoxy-3-(5-(hex-1-en-1-yl)-2-((2-(2-methoxyphenyl)pyrimidin-4-yl)methoxy)phenyl)propanoate C(C)(=O)O[C@@H](C(=O)OCC)CC1=C(C=CC(=C1)\C=C\CCCC)OCC1=NC(=NC=C1)C1=C(C=CC=C1)OC